FC1(CN(C1)C(CN1C(N(C2=NC=C(C=C21)C=2SC(=CC2)C(F)(F)F)C)=O)=O)F 1-[2-(3,3-difluoroazetidin-1-yl)-2-oxo-ethyl]-3-methyl-6-[5-(trifluoromethyl)-2-thienyl]imidazo[4,5-b]pyridin-2-one